C(CCC)NC(=O)C1=C(C=CC(=C1)Cl)NC(=S)NC(C1=NC=C(C=C1Cl)C(F)(F)F)=O N-((2-(butylcarbamoyl)-4-chlorophenyl)thiocarbamoyl)-3-chloro-5-(trifluoromethyl)picolinamide